FC=1C=NC(=NC1)C=1C(=C(C=CC1)NC1=C(N=NC(=C1)NC1=NC=C(C=C1)C(C)(C)O)C(=O)NCC([2H])([2H])[2H])OC 4-((3-(5-fluoropyrimidin-2-yl)-2-methoxyphenyl)amino)-6-((5-(2-hydroxypropan-2-yl)pyridin-2-yl)amino)-N-(ethyl-d3)pyridazine-3-carboxamide